bis-aminosilicic acid NO[Si](ON)(O)O